((S)-1-(((S)-1-hydroxy-3-((S)-2-oxopyrrolidin-3-yl)propan-2-yl)amino)-4-methyl-1-oxopentan-2-yl)carbamic acid (R)-2-(3-chlorophenyl)-2-methyl-1-phenylpropyl ester ClC=1C=C(C=CC1)C([C@@H](C1=CC=CC=C1)OC(N[C@H](C(=O)N[C@H](CO)C[C@H]1C(NCC1)=O)CC(C)C)=O)(C)C